5-amino-1-[3-(trimethoxysilyl)propyl]-1H-tetrazole NC1=NN=NN1CCC[Si](OC)(OC)OC